ClC1=C(CN2N=CC=C2)C=CC=C1 1-(2-chloro-benzyl)-1H-pyrazole